ClC1=C(C=C(C=C1)[C@@H]1O[C@@H]([C@H]([C@@H]([C@H]1O)O)O)CO)CC1=CC=C(C=C1)O[C@@H]1COCC1 (2S,3R,4R,5S,6R)-2-[4-chloro-3-[[4-[(3S)-oxolan-3-yl]oxyphenyl]methyl]phenyl]-6-(hydroxymethyl)oxan-3,4,5-triol